IC#CC#CC#CC 1-iodohepta-1,3,5-triyne